CC=1C(=C(C=CC1)C=1C(=NC2=CC=CC=C2C1)CC(C)C)C.CC=1C(=C(C=CC1)C=1C(=NC2=CC=CC=C2C1)CC(C)C)C.[Ir+3] Iridium (III) bis[(dimethylphenyl)isobutylquinoline]